5-oxo-5-(piperazin-1-yl)pentanoate O=C(CCCC(=O)[O-])N1CCNCC1